C1CC12CN(CC2)CC=2C=C(C(=C(C2)NC(=O)C2=NC(=CC(=C2)C2=C(C=CC=C2)C2=NN=CN2C)C2CC2)O)C(F)(F)F N-(5-{5-Azaspiro[2.4]-heptan-5-ylmethyl}-2-hydroxy-3-(trifluoromethyl)-phenyl)-6-cyclopropyl-4-[2-(4-methyl-1,2,4-triazol-3-yl)-phenyl]-pyridine-2-carboxamide